4-(6-(5,6-Dimethoxypyridin-3-yl)-4-methylquinazolin-8-yl)-N-methylaniline COC=1C=C(C=NC1OC)C=1C=C2C(=NC=NC2=C(C1)C1=CC=C(NC)C=C1)C